[Ni].[Nb].CO[Si](Cl)(Cl)C1=CC=CC=C1 methoxyphenyl-dichlorosilane Niobium-nickel